C1(CCCC1)N1C(N(C=2C1=C1C(=NC2)NC(=C1C1=CC=2C=NC=CC2S1)C=1C=NN(C1)CC(F)F)C)=O 1-Cyclopentyl-7-(1-(2,2-difluoroethyl)-1H-pyrazol-4-yl)-3-methyl-8-(thieno[3,2-c]pyridin-2-yl)-3,6-dihydroimidazo[4,5-d]pyrrolo[2,3-b]pyridin-2(1H)-one